ClCC(=O)N(C)[C@@H](C)C1=CC=C(C=C1)C1=NNC(=C1C(C)C)C=1C=C(C=2N(C1)N=CN2)C (S)-2-chloro-N-(1-(4-(4-isopropyl-5-(8-methyl-[1,2,4]triazolo[1,5-a]pyridin-6-yl)-1H-pyrazol-3-yl)phenyl)ethyl)-N-methylacetamide